CN(C/C=C/C(=O)N1CC2=C(C(C1)C1=C(N(N=C1)C)C=1C(=NN(C1)CC)C(F)(F)F)C=C(S2)C#N)C (E)-6-(4-(Dimethylamino)but-2-enoyl)-4-(1'-ethyl-2-methyl-3'-(trifluoromethyl)-1'H,2H-[3,4'-bipyrazol]-4-yl)-4,5,6,7-tetrahydrothieno[2,3-c]pyridine-2-carbonitrile